N-((5-chlorothien-2-yl)sulfonyl)-3-(3,4,5-trimethoxyphenyl)-1H-pyrazole-5-carboxamide ClC1=CC=C(S1)S(=O)(=O)NC(=O)C1=CC(=NN1)C1=CC(=C(C(=C1)OC)OC)OC